BrC1=CC=C2C(=NN(C2=C1)C)I 6-bromo-3-iodo-1-methylindazole